2-({[7-(5-amino-6-chloropyridin-2-yl)-2-methoxynaphthalen-1-yl]amino}methyl)prop-2-enenitrile NC=1C=CC(=NC1Cl)C1=CC=C2C=CC(=C(C2=C1)NCC(C#N)=C)OC